[7-[[5-(trifluoromethyl)isoxazol-3-yl]methyl]-2,7-diazaspiro[3.5]nonan-2-yl]-[6-[3-(trifluoromethyl)-1,2,4-triazol-1-yl]-2-azaspiro[3.3]heptan-2-yl]methanone FC(C1=CC(=NO1)CN1CCC2(CN(C2)C(=O)N2CC3(C2)CC(C3)N3N=C(N=C3)C(F)(F)F)CC1)(F)F